N1=C(C=CC=C1)SSCCC(C(=O)ON1C(C(CC1=O)S(=O)(=O)O)=O)S(=O)(=O)O Sulfosuccinimidyl 4-(2-pyridyldithio)-2-sulfobutyrate